C1=CC(=CC=C1C[C@@H](C=O)[NH3+])O The molecule is a primary ammonium ion resulting from the protonation of the amino group of L-tyrosinal. It is a conjugate acid of a L-tyrosinal.